N1CCC(CC1)N(C(=O)C=1N=C(SC1)C=1C=NN(C1)C1=CC=C(C=C1)C(F)(F)F)C(C)C N-(piperidin-4-yl)-N-(propan-2-yl)-2-{1-[4-(trifluoromethyl)phenyl]-1H-pyrazol-4-yl}-1,3-thiazole-4-carboxamide